The molecule is an N-acyl-4-hydroxy-15-methylhexadecasphinganine-1-phosphocholine in which the acyl group has 19 carbons and 0 double bonds. It derives from a 15-methylhexadecaphytosphingosine. CCCCCCCCCCCCCCCCCCC(=O)N[C@@H](COP(=O)([O-])OCC[N+](C)(C)C)[C@@H]([C@@H](CCCCCCCCCCC(C)C)O)O